FC1=CC=C2C=CC=C(C2=C1C#C[Si](C(C)C)(C(C)C)C(C)C)O 7-Fluoro-8-((triisopropylsilyl)ethynyl)naphthalen-1-ol